(2S,4r)-4-hydroxy-N-methyl-1-((S)-3-methyl-2-(4-(pyridin-4-yl)-1H-1,2,3-triazol-1-yl)butanoyl)pyrrolidine-2-carboxamide O[C@@H]1C[C@H](N(C1)C([C@H](C(C)C)N1N=NC(=C1)C1=CC=NC=C1)=O)C(=O)NC